C(=O)C1=NC=C(C=N1)NC(O[C@H](C)[C@H](C)OC1=CC2=C(N=C(S2)C2=C3N=CC(=NC3=CC(=C2)C)OC)C=C1F)=O (2R,3S)-3-((5-fluoro-2-(2-methoxy-7-methylquinoxalin-5-yl)benzo[d]thiazol-6-yl) oxy)butan-2-yl (2-formylpyrimidin-5-yl)carbamate